1-Eicosenoyl-2-arachidyl-sn-glycerol C(C=CCCCCCCCCCCCCCCCCC)(=O)OC[C@@H](OCCCCCCCCCCCCCCCCCCCC)CO